1-(benzyloxy)-6-chloro-4-(4,4,5,5-tetramethyl-1,3,2-dioxaborolan-2-yl)-2,7-naphthyridine C(C1=CC=CC=C1)OC1=NC=C(C2=CC(=NC=C12)Cl)B1OC(C(O1)(C)C)(C)C